2'-Chloro-N-(5-(6-(difluoromethoxy)-2-methoxy-nicotinoyl)-5,6-dihydro-4H-pyrrolo[3,4-d]thiazol-2-yl)-5'-methoxy-6-methyl-[4,4'-bipyridine]-3-carboxamide ClC1=NC=C(C(=C1)C1=C(C=NC(=C1)C)C(=O)NC=1SC2=C(N1)CN(C2)C(C2=C(N=C(C=C2)OC(F)F)OC)=O)OC